IC1=C(C(=C(C(C(=O)O)=C1)C(=O)O)I)I triiodophthalic acid